2-Fluoromethyl-1-propyl-8-[1-(5-trifluoromethyl-pyridin-3-ylmethyl)-1H-pyrazol-4-yl]-1,7-dihydro-purin-6-one FCC=1N(C(C=2NC(=NC2N1)C=1C=NN(C1)CC=1C=NC=C(C1)C(F)(F)F)=O)CCC